N(=[N+]=[N-])CCCCCCC(CN(C(=O)C1=C(C=C(C=C1)OC)N1CCC(CC1)COC1=NC=CC(=C1)[C@H](CC(=O)OCC)C1CC1)C1=NC(=CC=C1)C)(C)C (R)-ethyl 3-(2-((1-(2-((8-azido-2,2-dimethyloctyl)(6-methylpyridin-2-yl) carbamoyl)-5-methoxyphenyl) piperidin-4-yl)methoxy)pyridin-4-yl)-3-cyclopropylpropanoate